(4-hydroxyphenyl)-phenylphosphonium bromide [Br-].OC1=CC=C(C=C1)[PH2+]C1=CC=CC=C1